4-(2-methylpropenyl)carbonyl-oxyphenyl-boric acid CC(=CC(=O)OC1=CC=C(C=C1)OB(O)O)C